1-(3-methoxycyclobutyl)-3-methyl-8-(6-(2,2,2-trifluoro-1-(2-(pyrrolidin-1-yl)ethoxy)ethyl)pyridin-3-yl)-1,3-dihydro-2H-imidazo[4,5-c]cinnolin-2-one COC1CC(C1)N1C(N(C=2N=NC=3C=CC(=CC3C21)C=2C=NC(=CC2)C(C(F)(F)F)OCCN2CCCC2)C)=O